ClC1=CC=C(C(=N1)C(=O)OC(C)(C)C)N[C@H](C)C=1C=C(C=C2C(C(=C(OC12)C1=C(C=C(C=C1)F)F)C)=O)C tert-Butyl 6-chloro-3-[[(1R)-1-[2-(2,4-difluorophenyl)-3,6-dimethyl-4-oxo-chromen-8-yl]ethyl]amino]pyridine-2-carboxylate